(3S)-9-[3-(aminomethyl)-5,6,7,8-tetrahydro-1,8-naphthyridin-2-yl]-3-(2-methylpyrimidin-5-yl)nonanoic acid NCC=1C(=NC=2NCCCC2C1)CCCCCC[C@@H](CC(=O)O)C=1C=NC(=NC1)C